FC=1C(=NC=CC1)SC=1C=2N(C=C(C1)C=1C=NN(C1C)C1CCN(CC1)CC1=NC=CC=C1)N=CC2C#N 4-((3-fluoropyridin-2-yl)thio)-6-(5-methyl-1-(1-(pyridin-2-ylmethyl)piperidin-4-yl)-1H-pyrazol-4-yl)pyrazolo[1,5-a]pyridine-3-carbonitrile